3-(tert-Butoxymethyl)-6-(3-chloro-6-(difluoromethyl)-2-fluorophenyl)pyrazine-2-carboxylic acid C(C)(C)(C)OCC=1C(=NC(=CN1)C1=C(C(=CC=C1C(F)F)Cl)F)C(=O)O